OC1CC2(CN(C2)CC2=CC(=NC=C2)C=2C=C3CN(C(C3=CC2)=O)[C@@H]2C(NC(CC2)=O)=O)C1 (S)-3-(5-(4-((6-hydroxy-2-azaspiro[3.3]heptan-2-yl)methyl)pyridin-2-yl)-1-oxoisoindolin-2-yl)piperidine-2,6-dione